CCCCCCCCCCCCCCCC(CCCCCCCCCCCCCCC)O 16-hentriacontanol